C1(=CC=CC=C1)C1=C(C(=O)N)C=CC=C1C(F)(F)F phenyl-3-(trifluoromethyl)benzamide